C(CCCCCCCCCCCCCCC)[SiH2]C(OC)(OC)OC hexadecyl-trimethoxymethyl-silane